C12CC(CC(C1)C2)OC2=C(C=C(C=C2F)NC(=O)C=2N=C(OC2CC)N2CCCC2)F N-(4-(bicyclo[3.1.1]heptan-3-yloxy)-3,5-difluorophenyl)-5-ethyl-2-(pyrrolidin-1-yl)oxazole-4-carboxamide